(5-ethyl-8-(p-tolyl)-1,3,4,5-tetrahydro-2H-pyrido[4,3-b]indol-2-yl)(pyridin-3-yl)methanone C(C)N1C2=C(C=3C=C(C=CC13)C1=CC=C(C=C1)C)CN(CC2)C(=O)C=2C=NC=CC2